methyl oct-2-ynoate C(C#CCCCCC)(=O)OC